N-[4-(2,4-dihydroxyphenyl)pentanoyl]-DL-alanine ethyl ester C(C)OC([C@@H](NC(CCC(C)C1=C(C=C(C=C1)O)O)=O)C)=O |r|